(S)-methyl-2-methyl-4-heptynoate COC([C@H](CC#CCC)C)=O